ClC=1C=C(C=C(C1)Cl)C1=CC(=CC(=C1)OC=1C=NC(=CC1)N1CCN(CC1)C)CNC 1-(3',5'-dichloro-5-((6-(4-methylpiperazin-1-yl)pyridin-3-yl)oxy)-[1,1'-biphenyl]-3-yl)-N-methylmethanamine